(R)-N-(4-fluoro-2-methylbenzo[d]oxazol-6-yl)-5-(3-((3-fluoropyrrolidin-1-yl)methyl)azetidin-1-yl)pyrazine-2-carboxamide FC1=CC(=CC2=C1N=C(O2)C)NC(=O)C2=NC=C(N=C2)N2CC(C2)CN2C[C@@H](CC2)F